2-chloro-5-[[(2R)-1,4-dioxan-2-yl]methoxy]-N-[3-methyl-5-(2-phenylethynyl)-2-pyridyl]benzamide ClC1=C(C(=O)NC2=NC=C(C=C2C)C#CC2=CC=CC=C2)C=C(C=C1)OC[C@@H]1OCCOC1